3-cyano-N-((1R)-2-((3,5-difluoro-4-(trimethylsilyl)phenyl)amino)-1-(4-(methoxymethyl)phenyl)-2-oxoethyl)propanamide C(#N)CCC(=O)N[C@@H](C(=O)NC1=CC(=C(C(=C1)F)[Si](C)(C)C)F)C1=CC=C(C=C1)COC